methyl (3-formyl-1H-indol-1-yl)octanoate C(=O)C1=CN(C2=CC=CC=C12)C(C(=O)OC)CCCCCC